CN(C[C@@H](C)OC1=C2C(=NC=NC2=CC(=C1)C=1C=NNC1)NC=1C(=C2C=CC=NC2=CC1)F)C (R)-5-((1-(dimethylamino)propan-2-yl)oxy)-N-(5-fluoroquinolin-6-yl)-7-(1H-pyrazol-4-yl)quinazolin-4-amine